OC=1C=C(C(C2=CC=CC=C2)=NN)C=CC1Cl 3-hydroxy-9-(4-chlorobenzophenone) hydrazone